Cyclooctyl (4-((4-methoxybenzyl)oxy)-4-oxobutan-2-yl) fumarate C(\C=C\C(=O)OC(C)CC(=O)OCC1=CC=C(C=C1)OC)(=O)OC1CCCCCCC1